(6R)-6-(1-(8-(cyclopropylmethyl)-8-azabicyclo[3.2.1]octan-3-yl)piperidin-4-yl)-2-(4-(methylsulfonyl)phenyl)-5,6,7,8-tetrahydroimidazo[1,2-a]pyridine C1(CC1)CN1C2CC(CC1CC2)N2CCC(CC2)[C@H]2CCC=1N(C2)C=C(N1)C1=CC=C(C=C1)S(=O)(=O)C